BrCCOC1=CC=C(/C=C/C2=CC(=CC(=C2)OC)OC)C=C1 (E)-1-(4-(2-bromoethoxy)styryl)-3,5-dimethoxybenzene